C(C)OC(=O)C1(CC1)C1=CC=C(C=C1)N1C(CC(CC1)C1=C(C(=NO1)C)C(=O)O)C 5-[1-[4-(1-ethoxycarbonylcyclopropyl)phenyl]-2-methyl-4-piperidyl]-3-methyl-isoxazole-4-carboxylic acid